N-methyl-N-nitrosoguanidine CN(C(=N)N)N=O